1-(2,6-difluoro-3-(methylsulfonyl)benzoyl)-D-prolinamide FC1=C(C(=O)N2[C@H](CCC2)C(=O)N)C(=CC=C1S(=O)(=O)C)F